2-(4-Chloro-3-fluorophenoxy)-N-(3-(5-cyclobutylisoxazol-3-yl)bicyclo[1.1.1]pent-1-yl)acetamide ClC1=C(C=C(OCC(=O)NC23CC(C2)(C3)C3=NOC(=C3)C3CCC3)C=C1)F